1-hydroxymethyl-3,4-epoxycyclohexane OCC1CC2C(CC1)O2